N-(3-(6-azaspiro[2.5]octan-6-yl)-4-(4-(spiro[benzo[d][1,3]dioxole-2,1'-cyclohexan]-4-yl)-1H-1,2,3-triazol-1-yl)phenyl)methanesulfonamide C1CC12CCN(CC2)C=2C=C(C=CC2N2N=NC(=C2)C2=CC=CC=1OC3(CCCCC3)OC12)NS(=O)(=O)C